(S)-3-(1H-benzo[d]imidazol-6-yl)-4-(4-chlorophenyl)oxazolidin-2-one N1C=NC2=C1C=C(C=C2)N2C(OC[C@@H]2C2=CC=C(C=C2)Cl)=O